tert-Butyl (S)-4-((S)-2-(((benzyloxy)carbonyl)amino)-4-(tert-butoxy)-4-oxobutanamido)-5-((3-methoxyphenyl)amino)-5-oxopentanoate C(C1=CC=CC=C1)OC(=O)N[C@H](C(=O)N[C@@H](CCC(=O)OC(C)(C)C)C(=O)NC1=CC(=CC=C1)OC)CC(=O)OC(C)(C)C